Europium anti-phospho-tyrosine P(=O)(O)(O)OC1=CC=C(C[C@H](N)C(=O)O)C=C1.[Eu]